24-[(4-fluorophenyl)(hydroxy)methyl]Cholan-5(6)-ene FC1=CC=C(C=C1)C(CCC[C@@H](C)[C@H]1CC[C@H]2[C@@H]3CC=C4CCCC[C@]4(C)[C@H]3CC[C@]12C)O